(4-Nitrophenyl)(quinolin-8-yl)methanone [N+](=O)([O-])C1=CC=C(C=C1)C(=O)C=1C=CC=C2C=CC=NC12